4-(4-carbamoyl-1h-benzo[d]imidazol-2-yl)benzoic acid C(N)(=O)C1=CC=CC=2NC(=NC21)C2=CC=C(C(=O)O)C=C2